C(C)OC(=O)C=1C(=NC(=NC1)NC1CC2=CC=CC=C2C1)C(F)(F)F 2-((2,3-dihydro-1H-inden-2-yl)amino)-4-(trifluoromethyl)pyrimidine-5-carboxylic acid ethyl ester